4,6-difluoro-N-(4-((1s,4s)-4-((2-(2-hydroxyethoxy)ethyl)carbamoyl)cyclohexyl)phenyl)isoindoline-2-carboxamide FC1=C2CN(CC2=CC(=C1)F)C(=O)NC1=CC=C(C=C1)C1CCC(CC1)C(NCCOCCO)=O